4-[(E)-2-ethoxyethenyl]-2,3-dihydro-1H-indole C(C)O/C=C/C1=C2CCNC2=CC=C1